C(C1=CC=CC=C1)N1N=C(C=C1C(=O)O)C(C)(C)C 1-benzyl-3-tert-butyl-1H-pyrazole-5-carboxylic acid